ClC1=C(C=CC(=C1)C(F)(F)F)NC(CN1C=2N(C(C=C1CC)=O)N=C(N2)C2=CC=CC=C2)=O N-(2-chloro-4-(trifluoromethyl)phenyl)-2-(5-ethyl-7-oxo-2-phenyl-[1,2,4]triazolo[1,5-a]pyrimidin-4(7H)-yl)acetamide